1-methyl-4,6-dibenzoyl-indole Tert-butyl-(S)-(1,3-dihydrospiro[indene-2,4'-piperidin]-1-yl)carbamate C(C)(C)(C)N(C(O)=O)[C@@H]1C2=CC=CC=C2CC12CCNCC2.CN2C=CC1=C(C=C(C=C21)C(C2=CC=CC=C2)=O)C(C2=CC=CC=C2)=O